2-(4-fluorophenyl)-4-(1-methyl-1H-pyrazol-3-yl)-5-nitropyridine FC1=CC=C(C=C1)C1=NC=C(C(=C1)C1=NN(C=C1)C)[N+](=O)[O-]